hexahydro-1H-4,7-methanoisoindole-1,3-dione C1(NC(C2C3CCC(C12)C3)=O)=O